[Sb]=O.[Cu] copper-antimony oxide